N[C@@H](C1=C(C=C(C(=C1)Cl)Cl)O)C1CCN(CC1)C(=O)C=1C=NNC1N 2-[(R)-amino[1-(5-amino-1H-pyrazole-4-carbonyl)piperidin-4-yl]methyl]-4,5-dichlorophenol